C(C)(C)(C)OC(=O)NCCCCN(C(OC(C)(C)C)=O)CCCNC(OC[C@@H](NC(OC(C)(C)C)=O)CC1=CNC2=CC=C(C=C12)O)=O tert-butyl (S)-(4-((tert-butoxycarbonyl)amino)butyl)(6-((5-hydroxy-1H-indol-3-yl)methyl)-2,2-dimethyl-4,9-dioxo-3,8-dioxa-5,10-diazatridecan-13-yl)carbamate